(E)-1-benzylquinolin C(C1=CC=CC=C1)N1CC=CC2=CC=CC=C12